(S)-2-((2-ethyl-4-(hexahydropyrrolo[1,2-a]pyrazin-2(1H)-yl)phenyl)amino)-4-((3-(2-oxo-1,3-oxazinan-3-yl)propyl)amino)pyrimidine-5-carbonitrile C(C)C1=C(C=CC(=C1)N1C[C@H]2N(CC1)CCC2)NC2=NC=C(C(=N2)NCCCN2C(OCCC2)=O)C#N